3-(5-((4-(4-((5-chloro-4-((2-(isopropylsulfonyl)phenyl)amino)pyrimidin-2-yl)amino)-5-isopropoxy-2-methylphenyl)piperidin-1-yl)methyl)-6-fluoropyridin-3-yl)piperidine-2,6-dione ClC=1C(=NC(=NC1)NC1=CC(=C(C=C1OC(C)C)C1CCN(CC1)CC=1C=C(C=NC1F)C1C(NC(CC1)=O)=O)C)NC1=C(C=CC=C1)S(=O)(=O)C(C)C